N-(4-{[(2R)-4-(dimethylamino)-1-(phenylsulfanyl)butan-2-yl]amino}-3-nitrobenzene-1-sulfonyl)-benzamide CN(CC[C@H](CSC1=CC=CC=C1)NC1=C(C=C(C=C1)S(=O)(=O)NC(C1=CC=CC=C1)=O)[N+](=O)[O-])C